CC1(OCCC1NC=1N=NC(=C2C1C=NC=C2)C2=C(C=C(C=C2)C(F)(F)F)O)C 2-(4-((2,2-dimethyltetrahydrofuran-3-yl)amino)pyrido[3,4-d]pyridazin-1-yl)-5-(trifluoromethyl)phenol